BrC=1C(=NC=C(C1)C)NC1=C(C(=C(C=C1C)F)OC)C 3-bromo-N-(4-fluoro-3-methoxy-2,6-dimethylphenyl)-5-methylpyridin-2-amine